SCC(CS)O 1,3-dimercapto-2-propanol